NC1=C(SC2=NC(=CC(=C21)C)C)C(=O)NC2CC=1C=CC(=NC1CC2)N2CC(C(C2)CF)N 3-amino-N-{2-[3-amino-4-(fluoromethyl)pyrrolidin-1-yl]-5,6,7,8-tetrahydroquinolin-6-yl}-4,6-dimethylthieno[2,3-b]pyridine-2-carboxamide